CC(C(=O)OCC(C)(C1=CC(=CC=C1)OC(F)(F)F)NC(NC1=C(C(=CC=C1)CN1C(OC(=C1)C)=N)N)=S)(C)C 2-[({2-amino-3-[(2-imino-5-methyl-2,3-dihydro-1,3-oxazol-3-yl)methyl]phenyl}carbamothioyl)amino]-2-[3-(trifluoromethoxy)phenyl]propyl 2,2-dimethylpropanoate